2'-Deoxyguanosine-3',5'-O-bisphosphate P(=O)(O)(O)O[C@H]1C[C@@H](O[C@@H]1COP(=O)(O)O)N1C=NC=2C(=O)NC(N)=NC12